ethyl 2-(1-methylethyl)-4-oxo-1,4-dihydroimidazo[1,2-a]-1,8-naphthyridine-8-carboxylate CC(C)C1=CC(C=2C=CC=3N(C2N1)C=C(N3)C(=O)OCC)=O